C1(CC1)OC1=C(C=C2CN(C(C2=C1)=O)C1CCN(CC1)C(=O)OC(C)(C)C)NC(=O)C=1C=NN2C1N=CC=C2 tert-butyl 4-(6-cyclopropoxy-1-oxo-5-(pyrazolo[1,5-a]pyrimidine-3-carboxamido)isoindolin-2-yl)piperidine-1-carboxylate